(R)-2-(3-(3-chloro-4-((3,5-difluoropyridin-2-yl)methoxy)-5',6-dimethyl-2-carbonyl-2H-[1,4'-bipyridyl]-2'-yl)-1H-pyrazol-1-yl)-2-methylpropanamide ClC=1C(N(C(=CC1OCC1=NC=C(C=C1F)F)C)C1=CC(=NC=C1C)C1=NN(C=C1)C(C(=O)N)(C)C)=C=O